3-[5-(4-chlorophenyl)-1,2,4-oxadiazol-3-yl]Bicyclo[1.1.1]Pentane-1-amine ClC1=CC=C(C=C1)C1=NC(=NO1)C12CC(C1)(C2)N